C1CCC2=C(C=3CCCC3C=C12)NC(=O)NS(=O)(=O)C=1C=NN2C1OC[C@H](C2)N(C(OC(C)(C)C)=O)C (S)-tert-butyl (3-(N-((1,2,3,5,6,7-hexahydro-s-indacen-4-yl)carbamoyl)sulfamoyl)-6,7-dihydro-5H-pyrazolo[5,1-b][1,3]oxazin-6-yl)(methyl)carbamate